3-(2,5-Difluorobenzyl)-1-methyl-6-((triisopropylsilyl)ethynyl)pyridin-2(1H)-one FC1=C(CC=2C(N(C(=CC2)C#C[Si](C(C)C)(C(C)C)C(C)C)C)=O)C=C(C=C1)F